N1,N6-diisopropyl-N1,N1,N6,N6-tetramethylhexane-1,6-diaminium hydroxide [OH-].C(C)(C)[N+](CCCCCC[N+](C)(C)C(C)C)(C)C.[OH-]